2-(hex-5-yn-1-yl)-4-hydroxy-6-{[(3R,4R,5S,6S)-4,5,6-trihydroxy-3-(hydroxymethyl)oxan-2-yl]oxy}benzoic acid C(CCCC#C)C1=C(C(=O)O)C(=CC(=C1)O)OC1O[C@@H]([C@H]([C@@H]([C@H]1CO)O)O)O